O1C2=C(N(CC1)NC(=O)C1=C(N3C(S1)=C(C(=N3)C)C3=C(C(=CC(=C3)F)F)F)N3CCOCC3)C=CC=C2 N-(2,3-dihydro-4H-benzo[b][1,4]oxazin-4-yl)-6-methyl-3-morpholino-7-(2,3,5-trifluorophenyl)-pyrazolo[5,1-b]thiazole-2-carboxamide